C(#N)C1=NC(=NC(=C1)C)N1CCC2([C@@H]([C@@H](OC2)C)N[S@](=O)C(C)(C)C)CC1 (R)-N-((3S,4S)-8-(4-cyano-6-methylpyrimidin-2-yl)-3-methyl-2-oxa-8-azaspiro[4.5]dec-4-yl)-2-methylpropan-2-sulfinamide